1-((1-(6-(1-methyl-1H-pyrazol-4-yl)pyrazolo[1,5-a]pyrazin-4-yl)piperidin-4-yl)methyl)-4-propylpiperazin-2-one CN1N=CC(=C1)C=1N=C(C=2N(C1)N=CC2)N2CCC(CC2)CN2C(CN(CC2)CCC)=O